(3-(2-hydroxy-7-azaspiro[3.5]non-7-yl)propoxy)-2,2'-dimethyl-[1,1'-biphenyl] OC1CC2(C1)CCN(CC2)CCCOC=2C(=C(C=CC2)C2=C(C=CC=C2)C)C